6-chloro-7-[(2R)-2-{[(3-chloropyridin-2-yl)oxy]methyl}pyrrolidin-1-yl]-4-oxo-1-{1H-pyrazolo[4,3-b]pyridin-5-yl}-1,4-dihydroquinoline-3-carboxylic acid ClC=1C=C2C(C(=CN(C2=CC1N1[C@H](CCC1)COC1=NC=CC=C1Cl)C1=CC=C2C(=N1)C=NN2)C(=O)O)=O